ClC1=C(C=CC=C1OC)N1N=CC2=C1COCC2=O 1-(2-chloro-3-methoxyphenyl)-1,7-dihydropyrano[3,4-c]pyrazol-4(5H)-one